2-fluoro-5-(bromomethyl)pyridine FC1=NC=C(C=C1)CBr